F[C@H]1C[C@H](N(C1)C(CN1C[C@@H](CC1)NC1=C2C=CC=NC2=CC=C1C)=O)C#N (2S,4s)-4-fluoro-1-[2-[(3R)-3-[(6-methyl-5-quinolyl)amino]pyrrolidin-1-yl]acetyl]pyrrolidine-2-carbonitrile